1-(2-bromophenyl)-3-(p-tolyl)prop-2-yn-1-one BrC1=C(C=CC=C1)C(C#CC1=CC=C(C=C1)C)=O